C(#N)C1=CN(C2=CC=C(C=C12)CC(=O)OCC)C ethyl 2-(3-cyano-1-methyl-1H-indol-5-yl)acetate